ClC1=C(CNC(=O)C2=NOC(=N2)C2(CC2)C)C=CC(=C1)C1=CC(=NC=C1)NC(=O)C1CC1 N-(2-chloro-4-(2-(cyclopropanecarboxamido)pyridin-4-yl)benzyl)-5-(1-methylcyclopropyl)-1,2,4-oxadiazole-3-carboxamide